(R)-1-(4-(4-(3H-imidazo[4,5-b]pyridin-7-yl)-1H-pyrazol-1-yl)phenyl)-2,2,2-trifluoro-1-(1-isopropylpyrrolidin-3-yl)ethanol N1=CNC2=NC=CC(=C21)C=2C=NN(C2)C2=CC=C(C=C2)[C@](C(F)(F)F)(O)C2CN(CC2)C(C)C